C(C)(CCCCCCC)O sec-nonanol